C(CC)(=O)OCCC(CCCCCCCCCCCCCCC)C1=CC(=C(C(=C1)C(C)(C)C)O)C(C)(C)C 3-(3,5-di-tert-butyl-4-hydroxyphenyl)octadecyl propanoate